NC(C(C(CC1CC1)NC(=O)C1C2C(C2CN1C([C@H](C(C)(C)C)NC(C(F)(F)F)=O)=O)(C)C)=O)=O N-(4-Amino-1-cyclopropyl-3,4-dioxobutan-2-yl)-3-((S)-3,3-dimethyl-2-(2,2,2-trifluoroacetamido)butanoyl)-6,6-dimethyl-3-azabicyclo[3.1.0]hexane-2-carboxamide